N-benzyl-4-nitroaniline C1=CC=C(C=C1)CNC2=CC=C(C=C2)[N+](=O)[O-]